CC1(CC(CCC1)=CC=O)C (3,3-dimethylcyclohexylidene)acetaldehyde